C(C)(=O)N[C@@H](CC1=CC=CC=C1)C(=O)O N-acetyl-phenylalanine